CC(C(=O)O)(C)C1=CNC(C=C1)=O 2-methyl-2-(6-oxo-1,6-dihydropyridin-3-yl)propanoic acid